1-({3,4-difluoro-2-[(2-fluoro-4-iodophenyl)amino]phenyl}carbonyl)-3-({[2-(phenyloxy)ethyl]amino}methyl)azetidin-3-ol acetate salt C(C)(=O)O.FC=1C(=C(C=CC1F)C(=O)N1CC(C1)(O)CNCCOC1=CC=CC=C1)NC1=C(C=C(C=C1)I)F